COC(=O)C1(CCC2(C(CC3=CC=CC=C23)CC(COC2=CC=NC=3CCC[C@H](C23)C)F)CC1)NC1=CC(=CC=C1)Cl (1R,4R)-4-(3-Chloroanilino)-2'-(2-fluoro-3-{[(5R)-5-methyl-5,6,7,8-tetrahydroquinolin-4-yl]oxy}propyl)-2',3'-dihydrospiro[cyclohexane-1,1'-indene]-4-carboxylic acid methyl ester